4-oxo-2-[1-(prop-2-enoyl)pyrrolidin-3-yl]-3,4-dihydroquinazolin O=C1NC(=NC2=CC=CC=C12)C1CN(CC1)C(C=C)=O